CC1=C(NC(C=2N1N=C(C2)C(=O)OCC)=O)C2=CC1=CC=CC=C1C=C2 ethyl 7-methyl-6-(2-naphthyl)-4-oxo-4,5-dihydropyrazolo[1,5-a]pyrazine-2-carboxylate